4,4,8-Trimethyl-1,2,3,5-tetrahydropyrido[4,3-b]indole CC1(CNCC2=C1NC=1C=CC(=CC21)C)C